CC1=C(CNC=2C=3N(C=C(C2)NC(=O)N2CC(CC2)C2=CC=CC=C2)C(=C(N3)C)C)C(=CC=C1)C N-(8-((2,6-dimethylbenzyl)amino)-2,3-dimethylimidazo[1,2-a]pyridin-6-yl)-3-phenylpyrrolidine-1-carboxamide